bromo-8''-methyl-1'',5''-dioxo-1'',5''-dihydro-2''H-dispiro[cyclopropan-1,1'-cyclohexane-4',3''-imidazo[1,5-a]pyridine]-2-carboxylic acid ethyl ester C(C)OC(=O)C1CC12CCC1(N(C(C=3N1C(C=CC3C)=O)=O)Br)CC2